C/C=C/C=C/CCCC/C=C/C1=CC(=C(C(=O)O1)C=O)OC The molecule is a prosolanapyrone that is prosolanapyrone II in which the hydroxy group has been oxidised to afford the corresponding aldehyde. It is a prosolanapyrone and an aldehyde.